ClC=1C=C(C=C(C1)C(F)(F)F)C(\C=C(/F)\C1=CC(=C(C(=O)NN(C2=NC=CC=N2)C)C=C1)C(F)(F)F)C(F)(F)F (Z)-4-(3-(3-chloro-5-(trifluoromethyl)phenyl)-1,4,4,4-tetrafluorobut-1-en-1-yl)-N'-methyl-N'-(pyrimidin-2-yl)-2-(trifluoromethyl)benzoyl-hydrazine